ClC=1C2=CN(N=C2C(=C(C1)C1=CC=C(C=C1)N1CCN(CC1)CC)Cl)C(C(=O)NC=1SC=CN1)C1=C2N(C=N1)CCC2 2-(4,7-dichloro-6-(4-(4-ethylpiperazin-1-yl)phenyl)-2H-indazol-2-yl)-2-(6,7-dihydro-5H-pyrrolo[1,2-c]imidazol-1-yl)-N-(thiazol-2-yl)acetamide